tert-butyl (1R,5S,6r)-6-((((benzyloxy)carbonyl)amino)methyl)-6-(6-chloropyridin-2-yl)-3-azabicyclo[3.1.0]hexane-3-carboxylate C(C1=CC=CC=C1)OC(=O)NCC1([C@H]2CN(C[C@@H]12)C(=O)OC(C)(C)C)C1=NC(=CC=C1)Cl